(R)-N-(4-(3,4-dihydroisoquinolin-2(1H)-yl)butyl)-2-((2-ethylbutyl)amino)-3-(1H-indol-3-yl)propanamide C1N(CCC2=CC=CC=C12)CCCCNC([C@@H](CC1=CNC2=CC=CC=C12)NCC(CC)CC)=O